C(CCCCCCCCCCCCCCCCC)NC(=O)NCCCCCCCCCCCCCCCCCC N-stearyl-N'-stearyl-urea